2-(((2S,4R)-4-((tert-butyldiphenylsilyl)oxy)-1-methylpyrrolidin-2-yl)methoxy)-7-chloro-8-fluoro-4-((3S)-3-methyl-3-((tetrahydro-2H-pyran-2-yl)oxy)piperidin-1-yl)pyrido[4,3-d]pyrimidine [Si](C1=CC=CC=C1)(C1=CC=CC=C1)(C(C)(C)C)O[C@@H]1C[C@H](N(C1)C)COC=1N=C(C2=C(N1)C(=C(N=C2)Cl)F)N2C[C@](CCC2)(OC2OCCCC2)C